NCCN(C(CC=C)C1=C(C(=CS1)C#N)F)CCC 5-[1-[2-aminoethyl(propyl)amino]but-3-enyl]-4-fluoro-thiophene-3-carbonitrile